(2S,3S)-2-(tert-butoxycarbonylamino)-3-methyl-pentanoic acid C(C)(C)(C)OC(=O)N[C@H](C(=O)O)[C@H](CC)C